2-(methylthio)benzimidazole CSC=1NC2=C(N1)C=CC=C2